Methyl-N-(1-(8-fluoro-2-(((2R,7aS)-2-fluorotetrahydro-1H-pyrrolizin-7a(5H)-yl)methoxy)-7-(3-hydroxynaphthalen-1-yl)pyrido[4,3-d]pyrimidin-4-yl)azepan-4-yl)methanesulfonamide CCS(=O)(=O)NC1CCN(CCC1)C=1C2=C(N=C(N1)OC[C@]13CCCN3C[C@@H](C1)F)C(=C(N=C2)C2=CC(=CC1=CC=CC=C21)O)F